oxydianiline hydrobromide Br.O(NC1=CC=CC=C1)NC1=CC=CC=C1